endo-bicyclo[2.2.1]heptane-2,3-dicarboxylic acid calcium [Ca].C12C(C(C(CC1)C2)C(=O)O)C(=O)O